C(C)(=O)C1=C(C=C(C=N1)OCCN1CCC2(CC1)C(NC1=CC=C(C=C12)C#N)=O)C(F)(F)F 1'-(2-{[6-acetyl-5-(trifluoromethyl)pyridin-3-yl]oxy}ethyl)-2-oxo-1,2-dihydrospiro[indole-3,4'-piperidine]-5-carbonitrile